C1(CCCC1)N1CCC2=C(CC1)C=CC(=C2)C=2C=C1C(=NC2)NN=C1C1=CC=C(C=C1)C(C(F)(F)F)(C)O 2-{4-[5-(3-Cyclopentyl-2,3,4,5-tetrahydro-1H-3-benzazepin-7-yl)-1H-pyrazolo[3,4-b]pyridin-3-yl]phenyl}-1,1,1-trifluoropropan-2-ol